tert-butyl (2-(1-butyl-2,6-dioxopiperidin-3-yl)-1-oxoisoindolin-4-yl)carbamate C(CCC)N1C(C(CCC1=O)N1C(C2=CC=CC(=C2C1)NC(OC(C)(C)C)=O)=O)=O